CC1=CNC2=NC=C(C=C21)C=2C=C1CCN(CC1=C(C2)[C@H]2NCCC2)C(=O)[C@@H]2COCC2 (S)-(6-(3-methyl-1H-pyrrolo[2,3-B]pyridin-5-yl)-8-(pyrrolidin-2-yl)-3,4-dihydroisoquinolin-2(1H)-yl)((S)-tetrahydrofuran-3-yl)methanone